N-(7-fluoro-2-methylimidazo[1,2-a]pyridin-6-yl)-4-(4,7-diazaspiro[2.5]octan-7-yl)-2,3-dihydro-1H-pyrrolo[2,3-b]pyridine-1-carboxamide hydrochloride Cl.FC1=CC=2N(C=C1NC(=O)N1CCC=3C1=NC=CC3N3CCNC1(CC1)C3)C=C(N2)C